C(C1=CC=CC=C1)(=O)C(=O)O.C(=O)OC(C1=CC=CC=C1)=O benzoyl formate (benzoylformate)